ONCC1=CC(=C(C(=O)O)C=C1)C 4-((hydroxyl-amino)methyl)-2-methylbenzoic acid